C(C)(C)(C)N1C[C@H](N([C@H](C1)C)CCO)C tert-butyl-(3R,5S)-4-(2-hydroxyethyl)-3,5-dimethylpiperazine